C(C)[S+](CC)CC triethyl-sulfonium